(S)-2-(((benzyloxy)carbonyl)amino)-4-(((S)-2-fluoro-3-methoxypropyl)(4-(5,6,7,8-tetrahydro-1,8-naphthyridin-2-yl)butyl)amino)butanoic acid acetate C(C)(=O)O.C(C1=CC=CC=C1)OC(=O)N[C@H](C(=O)O)CCN(CCCCC1=NC=2NCCCC2C=C1)C[C@@H](COC)F